C1(CC=C2C=CC=CC=C12)=O azulenone